4-(4-(cyclopentylcarbonyl)piperazin-1-yl)benzoic acid C1(CCCC1)C(=O)N1CCN(CC1)C1=CC=C(C(=O)O)C=C1